33-hydroxytritriacontyl docos-13-enoate C(CCCCCCCCCCCC=CCCCCCCCC)(=O)OCCCCCCCCCCCCCCCCCCCCCCCCCCCCCCCCCO